BrC=1C(=C(C(=NC1)OC)C(F)(F)F)C 5-bromo-2-methoxy-4-methyl-3-(trifluoromethyl)pyridine